C(C)(=O)N1CCN(CC1)CCOC=1C=C(C=CC1)C(C)NC1=NC(=NC(=C1)C1=CC2=C(N=CS2)C=C1)C N-[1-(3-{[2-(4-acetylpiperazin-1-yl)ethyl]oxy}phenyl)ethyl]-6-(1,3-benzothiazol-6-yl)-2-methylpyrimidin-4-amine